CN1C=NC2=C1C=CC(=C2)C2=CC=C(C=C2)CCCC(=O)NC=2C=NC=CC2 4-(4-(1-methyl-1H-benzo[d]imidazol-5-yl)phenyl)-N-(pyridin-3-yl)butanamide